zinc perfluoro-2-ethoxyethanesulfonate FC(C(OC(C(F)(F)F)(F)F)(F)F)(S(=O)(=O)[O-])F.[Zn+2].FC(C(F)(F)OC(C(F)(F)F)(F)F)(S(=O)(=O)[O-])F